O1COCC2=C1C=CC=C2N2CCN(CC2)CCCOC2=CC=C1CCN(C(C1=C2)=O)C 7-(3-(4-(benzo[d][1,3]dioxan-5-yl)piperazin-1-yl)propoxy)-2-methyl-3,4-dihydroisoquinolin-1(2H)-one